5-Methyl-5,6-dihydro-4H-thieno[2,3-c]pyrrol-4-one CN1CC2=C(C1=O)C=CS2